NC=1C=2N(C(=CN1)C1=CCC(CC1)NC)C(=NC2C2=C(C=C(C=C2)NC(=O)NC=2C=NC=C(C2)F)F)C(C)C 1-(4-(8-amino-3-isopropyl-5-(4-(methylamino)cyclohex-1-en-1-yl)imidazo[1,5-a]pyrazin-1-yl)-3-fluorophenyl)-3-(5-fluoropyridin-3-yl)urea